FC1(C(NC(CC1)=O)=O)C1=CC=C(C=C1)C1CCN(CC1)C(CN1CCC(CC1)C=1N=C2N(C=C(C(=C2)OC(C)C)NC(=O)C2=NC(=CC=C2)C(F)(F)F)C1)=O N-[2-[1-[2-[4-[4-(3-fluoro-2,6-dioxo-3-piperidinyl)phenyl]-1-piperidinyl]-2-oxo-ethyl]-4-piperidinyl]-7-isopropoxy-imidazo[1,2-a]pyridin-6-yl]-6-(trifluoromethyl)pyridine-2-carboxamide